NC1=NC(=C(C=C1C=1C=C2CCNC(C2=CC1)=O)C1=CC=C(C=C1)C1(CCN(CC1)CCOC)O)F 6-(2-amino-6-fluoro-5-(4-(4-hydroxy-1-(2-methoxyethyl)piperidin-4-yl)phenyl)pyridin-3-yl)-3,4-dihydroisoquinolin-1(2H)-one